Tert-butyl 4-(5-(4-chloro-3-fluorobenzoyl) pyrimidin-2-yl)-3,6-dihydropyridine-1(2H)-carboxylate ClC1=C(C=C(C(=O)C=2C=NC(=NC2)C=2CCN(CC2)C(=O)OC(C)(C)C)C=C1)F